Cl.COC=1C=C2C(=NC=NC2=CC1OC)NCCCNS(=O)(=O)N 3-((6,7-dimethoxyquinazolin-4-yl)amino)propyl-sulfamide hydrochloride